di-ethylamine C(C)NCC